[Br-].C(C)OC(=O)C(C)[P+](C1=CC=CC=C1)(C1=CC=CC=C1)C1=CC=CC=C1 1-ethoxycarbonylethyl-triphenylphosphonium bromide